5-Chloro-3-methyl-2-[2-(6-methyl-3,3a,4,5,7,7a-hexahydro-2H-pyrrolo[2,3-c]pyridin-1-yl)oxazolo[4,5-b]pyridin-5-yl]phenol ClC=1C=C(C(=C(C1)O)C1=CC=C2C(=N1)N=C(O2)N2CCC1C2CN(CC1)C)C